(S)-1-(2-chloroacetyl)-7-(4-fluorobenzyl)-2-methyl-N-(((S)-tetrahydrofuranyl)methyl)-2,3-dihydro-1H-pyrido[2,3-b][1,4]oxazine-6-carboxamide ClCC(=O)N1C2=C(OC[C@@H]1C)N=C(C(=C2)CC2=CC=C(C=C2)F)C(=O)NC[C@H]2OCCC2